ClC1=C(C=C(OC2=C(C=C(COC3=NC(NC(=C3)C)=O)C=C2F)F)C=C1)C(F)(F)F 4-((4-(4-chloro-3-(trifluoromethyl)phenoxy)-3,5-difluorobenzyl)oxy)-6-methylpyrimidin-2(1H)-one